tri-t-butyl-arsine C(C)(C)(C)[As](C(C)(C)C)C(C)(C)C